3-Methyl-1-(1H-pyrrolo[2,3-b]pyridin-4-yl)-1H-pyrazol CC1=NN(C=C1)C1=C2C(=NC=C1)NC=C2